FC1=C(C=CC(=C1)C1=NC2=CC=C(C=C2C=C1)C)S(=O)(=O)N 2-fluoro-4-(6-methylquinoline-2-yl)benzenesulfonamide